DEOXYGUANOSINE-MONOPHOSPHATE P(=O)(O)(O)OC[C@@H]1[C@H](C[C@@H](O1)N1C=NC=2C(=O)NC(N)=NC12)O